P(=O)(O)(O)O\C=C/C cis-propenol phosphate